5-(4-fluorophenyl)-7-iodo-6-isopropyl-N,N-dimethyl-pyrrolo[2,3-f]indazole-1-sulfonamide FC1=CC=C(C=C1)N1C(=C(C2=C1C=C1C=NN(C1=C2)S(=O)(=O)N(C)C)I)C(C)C